FC1=CC=C(C=C1)C=1C=C2C(=C(C(N(C2=NC1)CCN1CCOCC1)=O)C(=O)OCC1=CC=CC=C1)OC benzyl 6-(4-fluorophenyl)-4-methoxy-1-(2-morpholinoethyl)-2-oxo-1,2-dihydro-1,8-naphthyridine-3-carboxylate